Cl.C(C)OC([C@@H](N)C(C)C)=O L-valine ethyl ester hydrochloride